5-Sulfoisophthalic acid monolithium salt [Li+].S(=O)(=O)([O-])C=1C=C(C=C(C(=O)O)C1)C(=O)O